[(2R,3R,4R)-4,5-diacetoxy-2-[2-(methylamino)-2-oxo-ethyl]tetrahydrofuran-3-yl] acetate C(C)(=O)O[C@@H]1[C@H](OC([C@@H]1OC(C)=O)OC(C)=O)CC(=O)NC